acryloxyundecylmethyldimethoxysilan C(C=C)(=O)OCCCCCCCCCCC[Si](OC)(OC)C